N-[4-(2-iodo-5-thienyl)-2,2-dimethylbutyl]-4-methylbenzenesulfonamide IC=1SC(=CC1)CCC(CNS(=O)(=O)C1=CC=C(C=C1)C)(C)C